N-(tert-Butoxycarbonyl)-N-((2S,3S,4S,5S)-2,3,4,5-tetrahydroxyhexyl)glycine C(C)(C)(C)OC(=O)N(CC(=O)O)C[C@@H]([C@@H]([C@H]([C@H](C)O)O)O)O